Cl.C(C)(C)N1CCC=2C=C(N=CC2C1)C(=O)N 7-isopropyl-5,6,7,8-tetrahydro-2,7-naphthyridine-3-carboxamide hydrochloride